C1N(CCC2=CC=CC=C12)[C@H]1[C@@H](CN(CC1)C(=O)C1=NC(=NC(=C1)NC1CCNCC1)OC(CC)CC)O ((3R,4R)-4-(3,4-Dihydroisoquinolin-2(1H)-yl)-3-hydroxypiperidin-1-yl)(2-(pentan-3-yloxy)-6-(piperidin-4-ylamino)pyrimidin-4-yl)methanone